Methyl 7-{2,2-difluoro-7-azaspiro[3.5]nonan-6-yl}-1H-indole-4-carboxylate FC1(CC2(C1)CC(NCC2)C2=CC=C(C=1C=CNC21)C(=O)OC)F